ClC=1C(=C(C(=CC1)OC(F)F)C1=CC(N2[C@@H](CC[C@H]2C1)C=1NC(=CN1)C1=CC=C(C=C1)NC(OC)=O)=O)F Methyl (4-(2-((3S,8aS)-7-(3-Chloro-6-(difluoromethoxy)-2-fluorophenyl)-5-oxo-1,2,3,5,8,8a-hexahydroindolizin-3-yl)-1H-imidazol-5-yl)phenyl)carbamate